(S)-2-(3-fluoro-4-(trifluoromethyl)phenyl)-1-(4-((5R,7R)-7-hydroxy-5-methyl-6,7-dihydro-5H-cyclopenta[d]pyrimidin-4-yl)piperazin-1-yl)-3-(isopropylamino)propan-1-one FC=1C=C(C=CC1C(F)(F)F)[C@H](C(=O)N1CCN(CC1)C=1C2=C(N=CN1)[C@@H](C[C@H]2C)O)CNC(C)C